(2S)-2-(2,6-dichlorobenzoylamino)-3-(5-(4-fluoro-2-methoxy-6-(trifluoromethyl)phenyl)quinolin-8-yl)propionic acid ClC1=C(C(=O)N[C@H](C(=O)O)CC=2C=CC(=C3C=CC=NC23)C2=C(C=C(C=C2C(F)(F)F)F)OC)C(=CC=C1)Cl